(1R,4R)-N-((5-(trifluoromethyl)pyridin-2-yl)methyl)-2-oxa-5-azabicyclo[2.2.1]heptan-5-amine FC(C=1C=CC(=NC1)CNN1[C@H]2CO[C@@H](C1)C2)(F)F